ClC(/C=C/C(=O)[O-])=O (E)-4-chloro-4-oxo-but-2-enoate